4-chlorobenzyl (4-((4-methoxy-1-methyl-1H-pyrazole-5-carboxamido)meth-yl)phenyl)carbamate COC=1C=NN(C1C(=O)NCC1=CC=C(C=C1)NC(OCC1=CC=C(C=C1)Cl)=O)C